2,3,5-tri-n-octylfuran C(CCCCCCC)C=1OC(=CC1CCCCCCCC)CCCCCCCC